C(C)(C)(C)C=1C=C(NN1)NC(=O)NC1=CC=C(C=C1)N1C=NC2=C1C=CC(=C2)OCCOCCOCCNC2=C1C(N(C(C1=CC=C2)=O)C2C(NC(CC2)=O)=O)=O 1-(5-tert-butyl-2H-pyrazol-3-yl)-3-(4-{5-[2-(2-{2-[2-(2,6-dioxo-piperidin-3-yl)-1,3-dioxo-2,3-dihydro-1H-isoindol-4-ylamino]ethoxy}ethoxy)ethoxy]-benzoimidazol-1-yl}-phenyl)-urea